CS(=O)(=O)OCCN1CCN(CC1)C(=O)OCC1=CC=CC=C1 benzyl 4-(2-methylsulfonyloxyethyl)piperazine-1-carboxylate